BrC=1N=C(N(N1)C1=NC=C(C=C1)OCC(F)(F)F)C(C)NC(C1=CC(=CC(=C1)C(F)(F)F)C(C)(C)C#N)=O N-[1-[5-bromo-2-[5-(2,2,2-trifluoroethoxy)-2-pyridyl]-1,2,4-triazol-3-yl]ethyl]-3-(1-cyano-1-methyl-ethyl)-5-(trifluoromethyl)benzamide